C1(CC1)CNC(=O)C1=CC=NC=2N1N=C(C2C(=O)N)COC N7-(cyclopropylmethyl)-2-(methoxymethyl)pyrazolo[1,5-a]pyrimidine-3,7-dicarboxamide